ClC1=CC=C(S1)CCNS(=O)(=O)C=1C=CC2=C(C(=C(O2)C(=O)O)C)C1 5-(N-(2-(5-chlorothiophene-2-yl)ethyl)sulfamoyl)-3-methylbenzofuran-2-carboxylic acid